tert-butyl (4R)-3,3-difluoro-4-(3-methyl-2-oxo-1H-benzimidazol-4-yl)piperidine-1-carboxylate FC1(CN(CC[C@@H]1C1=CC=CC=2NC(N(C21)C)=O)C(=O)OC(C)(C)C)F